3-chloro-5-(1,5-dimethyl-1H-pyrazol-4-yl)isoquinoline ClC=1N=CC2=CC=CC(=C2C1)C=1C=NN(C1C)C